(S)-2-amino-5-((S)-3-aminopiperidin-1-yl)-5-oxopentanoic acid N[C@H](C(=O)O)CCC(=O)N1C[C@H](CCC1)N